methyl 2-(3-(4-(tert-butoxycarbonyl)piperazin-1-yl)bicyclo[1.1.1]pentan-1-yl)-5-nitro-2H-indazole-6-carboxylate C(C)(C)(C)OC(=O)N1CCN(CC1)C12CC(C1)(C2)N2N=C1C=C(C(=CC1=C2)[N+](=O)[O-])C(=O)OC